C1(CC1)C1=NC=CC(=C1)C1=NOC(=N1)[C@H](CC)NC(=O)C1=CC(=NN1C)C(F)(F)F (S)-N-(1-(3-(2-cyclopropylpyridin-4-yl)-1,2,4-oxadiazol-5-yl)propyl)-1-methyl-3-(trifluoromethyl)-1H-pyrazole-5-carboxamide